C(#N)C1=C(C=C(C(=C1OC)OC)OC)C1=CC=CC=C1 2-cyano-3,4,5-trimethoxy-[1,1'-biphenyl]